1-methyl 1-phenylethylpiperidine-1-carbothioat C1(=CC=CC=C1)C(C)C1N(CCCC1)C(OC)=S